C(C)(C)(C)C1=CC=C(C=C1)CCC=O 3-(4-t-butylphenyl)-propionaldehyde